N(=[N+]=[N-])CCOCCOCCN 2-(2-(2-azidoethoxy)ethoxy)ethane-1-amine